2-(4-bromophenyl)-2-oxoacetic acid BrC1=CC=C(C=C1)C(C(=O)O)=O